2-METHYL-6-ISOPROPYLPHENYLISOCYANIDE CC1=C(C(=CC=C1)C(C)C)[N+]#[C-]